6-acetamido-3-carbonyl-2,3-dihydrobenzofuran-5-carboxylic acid methyl ester COC(=O)C=1C(=CC2=C(C(CO2)=C=O)C1)NC(C)=O